2-heptyl-5-nitrobenzoimidazole C(CCCCCC)C=1NC2=C(N1)C=CC(=C2)[N+](=O)[O-]